I[C@@]([C@@H](C(CO)=O)O)(O)[C@H](O)CO 4-iodo-D-fructose